FC1=CC=C(C=C1)[C@@H]1N(CCC2=CC=C(C=C12)OCC#C)C(=O)OC(C)(C)C tert-butyl (S)-1-(4-fluorophenyl)-7-(prop-2-yn-1-yloxy)-3,4-dihydroisoquinoline-2(1H)-carboxylate